3-ethylbenzene C(C)C=1C=CC=CC1